NC=1C=2N(C(=CC1)C1=CN(C=3N=CN=C(C31)NCC3=C(C=C(C=C3)OC)OC)C(C)C)C=CN2 5-(8-aminoimidazo[1,2-a]pyridin-5-yl)-N-(2,4-dimethoxybenzyl)-7-isopropyl-7H-pyrrolo[2,3-d]pyrimidin-4-amine